5-(4-cyclopropyl-1,2,3-triazol-1-yl)-3-(ethylsulfanyl)-2-[3-methyl-6-(1,1,2,2,2-pentafluoroethyl)imidazo[4,5-b]pyridin-2-yl]pyridine C1(CC1)C=1N=NN(C1)C=1C=C(C(=NC1)C1=NC=2C(=NC=C(C2)C(C(F)(F)F)(F)F)N1C)SCC